ClC1=CC(=C(C=C1C)N1CCNCC1)F 1-(4-chloro-2-fluoro-5-methyl-phenyl)piperazine